4-{[6-(5-chloro-2-fluorophenyl)pyridazin-4-yl]amino}quinolin-7-yl 4-[2-(4-methylpiperazin-1-yl)ethyl]piperidine-1-carboxylate CN1CCN(CC1)CCC1CCN(CC1)C(=O)OC1=CC=C2C(=CC=NC2=C1)NC1=CN=NC(=C1)C1=C(C=CC(=C1)Cl)F